tert-butyl 7-((6,6-difluorobicyclo[3.1.0]hexane-3-yl) amino)-3,4-dihydroisoquinoline-2(1H)-carboxylate FC1(C2CC(CC12)NC1=CC=C2CCN(CC2=C1)C(=O)OC(C)(C)C)F